C1C(CC2=CC=CC=C12)OCC1=C(C=CC(=C1)NC1(CCOCC1)C(=O)O)C1=CC(=C(C(=C1)OC)C)OC 4-({2-[(2,3-dihydro-1H-inden-2-yloxy)methyl]-3',5'-dimethoxy-4'-methyl-[1,1'-biphenyl]-4-yl}-amino)oxane-4-carboxylic acid